(S)-2-(N-[4-Amino-5-(3-bromoisoxazol-5-carbonyl)thiazol-2-yl]-4-fluoroanilino)propanamid NC=1N=C(SC1C(=O)C1=CC(=NO1)Br)N(C1=CC=C(C=C1)F)[C@H](C(=O)N)C